5-(1-(cyclobutylmethyl)piperidin-4-yl)-2-(4-isopropyl-5-(8-methoxy-[1,2,4]triazolo[1,5-a]pyridin-6-yl)-1H-pyrazol-3-yl)-4-methylthiazole C1(CCC1)CN1CCC(CC1)C1=C(N=C(S1)C1=NNC(=C1C(C)C)C=1C=C(C=2N(C1)N=CN2)OC)C